2-[4-(Methoxymethylphosphanyloxy)-1H-indol-3-yl]-N,N-dimethylethanamine COCPOC1=C2C(=CNC2=CC=C1)CCN(C)C